OC(C#CC=1C=CC(=C(C(=O)O)C1)OC)(C)C 5-(3-hydroxy-3-methylbut-1-yn-1-yl)-2-methoxybenzoic acid